CC1=CC(OC2=C3C=C4C(NC3=CC=C21)(CCC4)C)=O 4,7a-Dimethyl-7a,8,9,10-tetrahydrocyclopenta[b]pyrano[2,3-f]quinolin-2(7H)-one